C(=O)C1=CC=C2CCCN(C2=N1)C(=O)NC1=NC=C(C(=C1)OC(C)C)C1=CC2=C(S1)C(=CC(=C2)C)OC 7-formyl-N-(4-isopropoxy-5-(7-methoxy-5-methylbenzo[b]thiophen-2-yl)pyridin-2-yl)-3,4-dihydro-1,8-naphthyridine-1(2H)-carboxamide